2-(3-hydroxy-2,2-dimethylpropionylamino)-5,5,7,7-tetramethyl-5,7-dihydro-4H-thieno[2,3-c]pyran-3-carboxamide OCC(C(=O)NC1=C(C2=C(C(OC(C2)(C)C)(C)C)S1)C(=O)N)(C)C